C1(=C(C(=C(C(=C1[2H])[2H])[2H])[2H])[2H])C1=CC(=CC(=C1)B1OC(C(O1)(C)C)(C)C)C1=C(C(=C(C(=C1[2H])[2H])[2H])[2H])[2H] 2-([1,1':3',1''-terphenyl]-5'-yl-2,2'',3,3'',4,4'',5,5'',6,6''-d10)-4,4,5,5-tetramethyl-1,3,2-dioxaborolane